OC(=O)C(F)(F)F.ClC1=CC(=C(C=C1)[C@@H]1OC2=C(OC1)C=CC=C2C2CCNCC2)F (S)-4-(3-(4-chloro-2-fluorophenyl)-2,3-dihydrobenzo[b][1,4]dioxin-5-yl)piperidine TFA salt